NC1=C(C=NC(=C1)NC(C)=O)C1=NC=C(C=C1)F N-(4'-amino-5-fluoro-[2,3'-bipyridin]-6'-yl)acetamide